tert-butyl 2-amino-3-cyano-spiro[6,7-dihydro-5H-benzothiophene-4,3'-azetidine]-1'-carboxylate NC=1SC2=C(C1C#N)C1(CN(C1)C(=O)OC(C)(C)C)CCC2